CN1C[C@@H]2[C@H](CC1)CCN2C=2N=NC(=C(N2)C)C2=CC=C1C(CCO1)=C2O 5-[3-[(3aR,7aS)-6-Methyl-3,3a,4,5,7,7a-hexahydro-2H-pyrrolo[2,3-c]pyridin-1-yl]-5-methyl-1,2,4-triazin-6-yl]-2,3-dihydrobenzofuran-4-ol